(4-{3-[4-chloro-3-(trifluoromethyl)phenyl]Ureido}phenoxy)-N2-methylpyridine-2-carboxamide ClC1=C(C=C(C=C1)NC(NC1=CC=C(OC=2C(=NC=CC2)C(=O)NC)C=C1)=O)C(F)(F)F